Magnesium behenat C(CCCCCCCCCCCCCCCCCCCCC)(=O)[O-].[Mg+2].C(CCCCCCCCCCCCCCCCCCCCC)(=O)[O-]